(S)-3-(3,3-difluorocyclobutyl)-3-hydroxy-N-((S)-1-(3-(trifluoromethoxy)phenyl)ethyl)propanamide FC1(CC(C1)[C@H](CC(=O)N[C@@H](C)C1=CC(=CC=C1)OC(F)(F)F)O)F